C(CC(C)CCCC(C)CCCC(C)CCCC(C)C)C(C(C(O)CCC(C)CCCC(C)CCCC(C)CCCC(C)C)O)O diphytanyl-glycerol